methyl N-[5-[6-[5-(4-fluoro-3-methoxy-phenyl)-1-methyl-pyrazol-4-yl]imidazo[1,2-a]pyridin-3-yl]-2-pyridyl]carbamate FC1=C(C=C(C=C1)C1=C(C=NN1C)C=1C=CC=2N(C1)C(=CN2)C=2C=CC(=NC2)NC(OC)=O)OC